BrC1=CN=CC(=N1)N[C@H]1C[C@H](N(C1)C(=O)OC(C)(C)C)C(=O)OC O1-tert-butyl O2-methyl (2S,4S)-4-[(6-bromopyrazin-2-yl)amino]pyrrolidine-1,2-dicarboxylate